NC=1C2=C(N=CN1)N(C=C2C2=CC(=C(C=C2)N)F)CCCC(=O)OC(C)(C)C TERT-BUTYL 4-(4-AMINO-5-(4-AMINO-3-FLUOROPHENYL)-7H-PYRROLO[2,3-D]PYRIMIDIN-7-YL)BUTANOATE